methyl 4-(cyclohex-1-en-1-yl)-5-(trifluoromethyl)picolinate C1(=CCCCC1)C1=CC(=NC=C1C(F)(F)F)C(=O)OC